C1(CCC1)NC(=O)C1(CC1)NS(=O)(=O)C1=CC(=NC=C1OC)OC1=C(C=C(C=C1Cl)N1N=C(C(NC1=O)=O)C(F)F)Cl N-cyclobutyl-1-[[2-[2,6-dichloro-4-[6-(difluoromethyl)-3,5-dioxo-1,2,4-triazin-2-yl]phenoxy]-5-methoxy-4-pyridyl]sulfonylamino]cyclopropanecarboxamide